Cl.FC(=C1CC(C1)C(C)N)F (3-(difluoromethylene)cyclobutyl)ethane-1-amine hydrochloride